NCCNC[Si](OCC)(OCC)OCC N-(2-aminoethyl)aminomethyltriethoxysilane